BrC1=CC=C(C=C1)S(=O)(=O)/C=C/CNC(=O)C=1C(NC=2CCCCC2C1)=O N-[(2E)-3-(4-bromophenylsulfonyl)prop-2-en-1-yl]-2-oxo-1,2,5,6,7,8-hexahydroquinoline-3-carboxamide